ClC1=NC(=NC=C1C(=O)N1[C@@H](CC[C@@H]1C1=C(C=CC=C1)Cl)C(=O)O)C1=NC=CC=C1 (2S,5R)-1-(4-chloro-2-(pyridin-2-yl)pyrimidine-5-carbonyl)-5-(2-chlorophenyl)pyrrolidine-2-carboxylic acid